((2R,4S,5S)-4-amino-5-methoxytetrahydro-2H-pyran-2-yl)((S)-1-(4-fluorophenyl)-3,4-dihydroisoquinolin-2(1H)-yl)methanone potassium Monopersulfate S(=O)(=O)([O-])OOS(=O)(=O)[O-].[K+].N[C@H]1C[C@@H](OC[C@H]1OC)C(=O)N1[C@H](C2=CC=CC=C2CC1)C1=CC=C(C=C1)F.[K+]